(3aR,5S,6aS)-3a,5-dihydroxyhexa-hydrocyclopenta[c]pyrrole-2(1H)-carboxylic acid benzyl ester C(C1=CC=CC=C1)OC(=O)N1C[C@H]2[C@@](C1)(C[C@H](C2)O)O